FC(CCN1CC(C1)CC1=CC=C(C=C1)C1=C(CCCC2=C1C=CC(=C2)C(=O)O)C2=C(C=C(C=C2)F)C)F 9-(4-((1-(3,3-difluoropropyl)azetidin-3-yl)methyl)phenyl)-8-(4-fluoro-2-methylphenyl)-6,7-dihydro-5H-benzo[7]annulene-3-carboxylic acid